COC(C1=C(C(=CC=C1)C1=NC(=NC=C1C)Cl)F)=O (2-chloro-5-methylpyrimidin-4-yl)-2-fluorobenzoic acid methyl ester